O1C=CC2=C1C=CC=C2C2(CC(C2)=COC)C#N 1-(benzofuran-4-yl)-3-(methoxymethylene)cyclobutane-1-carbonitrile